2-[4-[(5S)-2,6-diazaspiro[4.5]decan-2-yl]-1H-pyrrolo[2,3-b]pyridin-3-yl]-5-methyl-thiazole C1N(CC[C@]12NCCCC2)C2=C1C(=NC=C2)NC=C1C=1SC(=CN1)C